ClC1=C(C=CC=C1)CC(=O)NC1=CC(=C2C=CN=C(C2=C1)OC(F)(F)F)S(N)(=O)=O 2-(2-chlorophenyl)-N-(5-sulfamoyl-1-(trifluoromethoxy)isoquinolin-7-yl)acetamide